BrC=1C(=C2C=3C(=NC(=NC3C1F)SC)N(CC(CO2)OC2OCCCC2)C2COCC2)Cl 10-bromo-9-chloro-11-fluoro-2-(methylthio)-6-((tetrahydro-2H-pyran-2-yl)oxy)-4-(tetrahydrofuran-3-yl)-4,5,6,7-tetrahydro-[1,5]oxazocino[4,3,2-de]quinazoline